C(C1=CC=CC=C1)OC1=C2CCCC2=CC(=C1C=1C(N(C(=NN1)N[C@H]1CN(CCC1)CC1=CC=CC=C1)C)=O)C 6-(4-benzyloxy-6-methyl-indan-5-yl)-4-methyl-3-[[(3R)-1-benzyl-3-piperidyl]amino]-1,2,4-triazin-5-one